C1N(CCC2=CC=CC=C12)C[C@H](CN1CCOC2=C(C1=O)C=CC(=C2)C(C)N2CCCCC2)O 4-[(2R)-3-(3,4-dihydro-1H-isoquinolin-2-yl)-2-hydroxypropyl]-8-[1-(1-piperidyl)ethyl]-2,3-dihydro-1,4-benzoxazepin-5-one